ClC1=CC=C(C(=O)N[C@@H]([C@H](C)O)C2=NC(=NO2)C2=CC=C(C=C2)OC(F)(F)F)C=C1 4-chloro-N-((1S,2S)-2-hydroxy-1-(3-(4-(trifluoromethoxy)phenyl)-1,2,4-oxadiazol-5-yl)propyl)benzamide